N-(4-chlorophenyl)-N-methyl-methacrylamide ClC1=CC=C(C=C1)N(C(C(=C)C)=O)C